4-(9-phenanthryl)benzene C1=CC=CC=2C3=CC=CC=C3C(=CC12)C1=CC=CC=C1